(4,7-Dioxaspiro[2.5]oct-6-yl)methanol C1CC12OCC(OC2)CO